[N-](S(=O)(=O)C(F)(F)F)S(=O)(=O)C(F)(F)F.C(C)N1C=[N+](C=C1)C 1-ethyl-3-methylimidazolium bis(trifluoromethanesulphonyl)imide